6-Tert-butyl-5-chloro-2-(4,4-difluorocyclohexen-1-yl)pyridine-3-carbonitrile C(C)(C)(C)C1=C(C=C(C(=N1)C1=CCC(CC1)(F)F)C#N)Cl